BrC1=CC2=C(N=C(S2)C=2CCN(CC2)C(=O)OC(C)(C)C)C=C1OC(C)C tert-butyl 4-(6-bromo-5-isopropoxybenzo[d]thiazol-2-yl)-3,6-dihydropyridine-1(2H)-carboxylate